3-trimethoxysilylpropylbenzothiazolyl tetrasulfide CO[Si](CCCSSSSC=1SC2=C(N1)C=CC=C2)(OC)OC